1,1-dioxotetrahydrothiophene-3-amine hydrochloride Cl.O=S1(CC(CC1)N)=O